N-[(trans)-3-(cyanoamino)cyclobutyl]-1,3-thiazole-2-carboxamide C(#N)N[C@@H]1C[C@H](C1)NC(=O)C=1SC=CN1